(2E,6Z,10E)-Geranylgeraniol C(\C=C(/C)\CCC=C(C)C)CC(C)=CCC\C(\C)=C\CO